N-{4-chloro-2-[(1E)-2-(hydroxycarbamoyl)eth-1-en-1-yl]phenyl}-2-(4-methoxyphenoxy)benzamide p-toluene-sulfonate CC1=CC=C(C=C1)S(=O)(=O)O.ClC1=CC(=C(C=C1)NC(C1=C(C=CC=C1)OC1=CC=C(C=C1)OC)=O)\C=C\C(NO)=O